5-Bromo-6-(1-(3-chloropyridin-2-yl)-3-(trifluoromethyl)-1H-pyrazol-5-carboxamido)-N-ethylpyrazolo[1,5-a]pyridin-7-carboxamid BrC1=CC=2N(C(=C1NC(=O)C1=CC(=NN1C1=NC=CC=C1Cl)C(F)(F)F)C(=O)NCC)N=CC2